ClC1=C(C=2N=C(N=C(C2C(O1)=O)N1C2(CC2)CCC(C1)O)SC)C 7-chloro-4-{6-hydroxy-4-azaspiro[2.5]octan-4-yl}-8-methyl-2-(methylsulfanyl)pyrano[4,3-d]pyrimidin-5-one